13-cyclopropyl-11-fluoro-6,7,13,14-tetrahydro-1,15-ethenopyrazolo[4,3-f][1,4,8,10]benzoxatriazacyclotridecin-4(5H)-one C1(CC1)C1NC2=NC3=C(C(NCCOC4=C1C=C(C=C4)F)=O)C=NN3C=C2